FC(C1CN(C1)CC(=O)O)(F)F 2-[3-(trifluoromethyl)azetidin-1-yl]Acetic acid